N-(5-bromo-2-methoxyphenyl)-7-(difluoromethoxy)-N-(piperidin-4-yl)quinazolin-4,6-diamine BrC=1C=CC(=C(C1)N(C1=NC=NC2=CC(=C(C=C12)N)OC(F)F)C1CCNCC1)OC